C1(=CC=CC=C1)S(=O)(=O)NN=C(C1=C(C=CC=C1)C(=O)O)CC1=CC(=C(C=C1)F)C#N (3-cyano-4-fluorobenzyl)-(2-carboxyphenyl)-methanone-benzenesulfonyl hydrazone